O=C1N(CCC(N1)=O)N1C(C2=CC=C(C=C2C1)CN1CCN(CC1)C1=CC=C(C=C1)C1=CC=C2CN(C(C2=C1)=O)C(C(=O)NC=1SC=CN1)C1=C(C=CC(=C1)F)O)=O 2-(6-(4-(4-((2-(2,4-dioxotetrahydropyrimidin-1(2H)-yl)-1-oxoisoindolin-5-yl)methyl)piperazin-1-yl)phenyl)-1-oxoisoindolin-2-yl)-2-(5-fluoro-2-hydroxyphenyl)-N-(thiazol-2-yl)acetamide